COS(=O)(=O)C1=C(C=C(C=C1)C)CC1CCC(CC1)CO (4-(Hydroxymethyl)cyclohexyl)methyl-4-methylbenzenesulfonic acid methyl ester